ICC[Si](OCC)(OCC)OCC iodoethyl-triethoxysilane